(5S)-2-[(6-Chloropyridin-3-yl)methyl]-5-{[trans-3,4-difluoropyrrolidin-1-yl]carbonyl}-5,6,7,8-tetrahydro[1,2,4]triazolo[4,3-a]pyridin-3(2H)-on ClC1=CC=C(C=N1)CN1N=C2N([C@@H](CCC2)C(=O)N2C[C@H]([C@@H](C2)F)F)C1=O